5-(2-methyl-4-(6-(trifluoromethyl)quinazolin-2-yl)phenyl)-4-oxo-4,5,6,7-tetrahydropyrazolo[1,5-a]pyrazine CC1=C(C=CC(=C1)C1=NC2=CC=C(C=C2C=N1)C(F)(F)F)N1C(C=2N(CC1)N=CC2)=O